N-ethyl-N'-(methylenepropyl)-carbodiimide C(C)N=C=NCCC=C